4-cyclohexyloxy-5-(1-cyclopropyl-2-methyl-1H-imidazo[4,5-b]pyridin-6-yl)-N-(1-methyl-1H-pyrazol-4-yl)pyrrolo[2,1-f][1,2,4]triazin-2-amine C1(CCCCC1)OC1=NC(=NN2C1=C(C=C2)C=2C=C1C(=NC2)N=C(N1C1CC1)C)NC=1C=NN(C1)C